NC1=NC(=NC=C1)N1CC(C(CC1)OC)C#N 1-(4-aminopyrimidin-2-yl)-4-methoxypiperidine-3-carbonitrile